5-nitro-1,3-benzenedihydrazide [N+](=O)([O-])C=1C=C(C=C(C1)C(=O)NN)C(=O)NN